methyl (E)-3-(2-amino-4-chloro-5-methoxy-phenyl)prop-2-enoate NC1=C(C=C(C(=C1)Cl)OC)/C=C/C(=O)OC